pentaerythritol dodecyl-thiopropyl-thiodipropionate C(CCCCCCCCCCC)SCCCC(C(=O)O)CSCCC(=O)O.OCC(CO)(CO)CO